2-Hydroxy-3-(5-isopropyl-2-methylphenoxy)propyl (E)-3-(4-hydroxy-3-methoxyphenyl)acrylate OC1=C(C=C(C=C1)/C=C/C(=O)OCC(COC1=C(C=CC(=C1)C(C)C)C)O)OC